methyl-2,5-dithia-7-azabicyclo[2.2.1]heptane CC12SCC(SC1)N2